CO[Si](CCCN=[N+]=[N-])(OC)OC 3-(Trimethoxysilyl)-propylazid